3-METHYLHEXANOIC ACID CC(CC(=O)O)CCC